FC(N1C(=NC2=C1C=CC=C2)C2CCN(CC2)C(=O)C=2C=C1C=NN(C1=CC2)C2=CC(=CC=C2)F)F (4-(1-(difluoromethyl)-1H-benzo[d]imidazol-2-yl)piperidin-1-yl)(1-(3-fluorophenyl)-1H-indazol-5-yl)methanone